trans-4-(1-methyltetrazol-5-yl)cyclohexanecarboxylic acid CN1N=NN=C1[C@@H]1CC[C@H](CC1)C(=O)O